2-(3-prop-2-ynyloxypropyloxy)ethylamine hydrochloride Cl.C(C#C)OCCCOCCN